2-oxo-5-(4-((4-((5-(trifluoromethyl)pyridin-2-yl)amino)piperidin-1-yl)sulfonyl)phenyl)spiro[indoline-3,4'-piperidin]-1'-ium chloride [Cl-].O=C1NC2=CC=C(C=C2C12CC[NH2+]CC2)C2=CC=C(C=C2)S(=O)(=O)N2CCC(CC2)NC2=NC=C(C=C2)C(F)(F)F